O=S1OC[C@@H](N1C(=O)OC(C)(C)C)C(=O)OCC1=CC=CC=C1 O4-benzyl O3-tert-butyl (4R)-2-oxooxathiazolidine-3,4-dicarboxylate